N-(1-(aminomethyl)cyclobutyl)-4-(1H-pyrrolo[2,3-b]pyridin-4-yl)-3,4-dihydro-2H-1,4-thiazine-6-carboxamide NCC1(CCC1)NC(=O)C1=CN(CCS1)C1=C2C(=NC=C1)NC=C2